pyridine vinylborate C(=C)OB(O)O.N1=CC=CC=C1